NC(C(CCC(=O)OC(C)(C)C)N1C(C2=CC=C3C4(CNC3=C2C1)CCN(CC4)C(=O)OCC4=CC=CC=C4)=O)=O benzyl 7'-(1-amino-5-(tert-butoxy)-1,5-dioxopentan-2-yl)-6'-oxo-1',6',7',8'-tetrahydro-2'H-spiro[piperidine-4,3'-pyrrolo[3,4-g]indole]-1-carboxylate